4-(methylthio)imidazo[2,1-f][1,2,4]Triazine CSC1=NC=NN2C1=NC=C2